ClC1=CC(=C(C=C1Cl)[C@@H](C1CCN(CC1)C(=O)OC(C)(C)C)NS(=O)C(C)(C)C)O tert-butyl 4-[(R)-(4,5-dichloro-2-hydroxyphenyl)[(2-methylpropane-2-sulfinyl)amino]methyl]piperidine-1-carboxylate